9-(4-((1-(3-fluoropropyl)azetidin-3-yl)methyl)phenyl)-8-(1-methyl-1H-pyrrol-2-yl)-6,7-dihydro-5H-benzo[7]annulene-3-carboxylic acid hydrochloride Cl.FCCCN1CC(C1)CC1=CC=C(C=C1)C1=C(CCCC2=C1C=CC(=C2)C(=O)O)C=2N(C=CC2)C